FC1=C(C(=CC=C1)F)C(=O)N1CCN(CC1)C1=NC=C(N=C1)C1=C2C=NC=NC2=CC(=C1)C=1C=NN(C1)C (2,6-difluorophenyl)(4-(5-(7-(1-methyl-1H-pyrazol-4-yl)quinazolin-5-yl)pyrazin-2-yl)piperazin-1-yl)methanone